ClCCCC(C)(OC)OC 5-chloro-2,2-dimethoxypentane